4-(pentafluorosulfanyl)-2-fluorobiphenyl FS(C1=CC(=C(C=C1)C1=CC=CC=C1)F)(F)(F)(F)F